CC1([C@@]23C(=CC(C1)=O)C(C(CC2)C3)(C)C)C (1R)-2,2,7,7-tetramethyltricyclo[6.2.1.01,6]undec-5-en-4-one